C1(=CC=CC=C1)C(=NC=1C2=C(C(=C3CCCC13)F)CC2)C2=CC=CC=C2 N-(diphenylmethylene)-7-fluoro-2,4,5,6-tetrahydro-1H-cyclobuta[f]inden-3-amine